OCC1=CC=C(C=C1)B1OC(CC2CC2)(C)C(C)(C)O1 4-(1-hydroxymethyl)cyclopropylphenylboronic acid pinacol ester